(S)-2-((2-(2-Cyclopentylethyl)-6-methyl-4-((4-(trifluoromethyl)phenyl)sulfonyl)-2,3,4,5-tetrahydro-1H-benzo[e][1,4]diazepin-1-yl)methyl)pyridin-4-amine C1(CCCC1)CC[C@H]1CN(CC2=C(N1CC1=NC=CC(=C1)N)C=CC=C2C)S(=O)(=O)C2=CC=C(C=C2)C(F)(F)F